ClC=1C(=NC(=NC1)N[C@@H]1CC[C@H](CC1)NC(C)=O)C1=CN(C(C=C1)=O)C1CC1 trans-N-((1r,4r)-4-((5-chloro-4-(1-cyclopropyl-6-oxo-1,6-dihydropyridin-3-yl)pyrimidin-2-yl)amino)cyclohexyl)acetamide